ClC=1C=CC(=C(C1)C1=CC(=C(N=N1)OCC1=CC(=CC=C1)O)NC1=CC(=NC=C1)NC(CN1[C@@H]2CN([C@H](C1)C2)C)=O)F N-(4-{[6-(5-chloro-2-fluoro-phenyl)-3-[(3-hydroxyphenyl)-methoxy]pyridazin-4-yl]-amino}pyridin-2-yl)-2-[(1S,4S)-5-methyl-2,5-diaza-bicyclo[2.2.1]heptan-2-yl]acetamide